N1(N=CC=C1)C1=CC=C(C=C1)C1=CC(=NN1)NC1=C(C=C(C=C1)NC(C)=O)C N-(4-((5-(4-(1H-pyrazol-1-yl)phenyl)-1H-pyrazol-3-yl)amino)-3-methylphenyl)acetamid